isopropoxypentafluoro-cyclotriphosphazene C(C)(C)OP1(=NP(=NP(=N1)(F)F)(F)F)F